6-((2-(1-(cyclopropylsulfonyl)-1H-pyrazol-4-yl)pyrimidin-4-yl)amino)-4-(isopropylamino)-N-(2-methoxyethyl)-N-methylnicotinamide C1(CC1)S(=O)(=O)N1N=CC(=C1)C1=NC=CC(=N1)NC1=NC=C(C(=O)N(C)CCOC)C(=C1)NC(C)C